FC(C1=NN(C=C1C1=NN=C(O1)SCC(=O)N1CCN(CC1)S(=O)(=O)C=1C(=NOC1C)C)C)F 2-((5-(3-(difluoromethyl)-1-methyl-1H-pyrazol-4-yl)-1,3,4-oxadiazol-2-yl)thio)-1-(4-((3,5-dimethylisoxazol-4-yl)sulfonyl)piperazin-1-yl)ethan-1-one